(S)-2-(((2-(3-chlorophenyl)-2-methylpropoxy)carbonyl)amino)-3,3-dimethylbutanoic acid ClC=1C=C(C=CC1)C(COC(=O)N[C@H](C(=O)O)C(C)(C)C)(C)C